(2S,4R)-N-(2-(4-(1,3-dioxolan-2-yl)butoxy)-4-(4-methylthiazol-5-yl)benzyl)-1-((S)-2-(1-fluorocyclopropane-1-carboxamido)-3,3-dimethylbutyryl)-4-hydroxypyrrolidine-2-carboxamide O1C(OCC1)CCCCOC1=C(CNC(=O)[C@H]2N(C[C@@H](C2)O)C([C@H](C(C)(C)C)NC(=O)C2(CC2)F)=O)C=CC(=C1)C1=C(N=CS1)C